1-azido-11-((2-(2-(2-azidoethoxy)ethoxy)ethoxy)methyl)-N-(2-((2-(2,6-dioxopiperidin-3-yl)-1,3-dioxoisoindolin-4-yl)amino)ethyl)-11-methyl-3,6,9,13,16-pentaoxaoctadecan-18-amide N(=[N+]=[N-])CCOCCOCCOCC(COCCOCC(=O)NCCNC1=C2C(N(C(C2=CC=C1)=O)C1C(NC(CC1)=O)=O)=O)(C)COCCOCCOCCN=[N+]=[N-]